(R)-1-(4-((5-(1-(2,2-difluoropropyl)-1H-benzo[d][1,2,3]triazol-6-yl)-4-methoxypyrrolo[2,1-f][1,2,4]triazin-2-yl)amino)-3,3-difluoropiperidin-1-yl)ethan-1-one-2,2,2-d3 FC(CN1N=NC2=C1C=C(C=C2)C=2C=CN1N=C(N=C(C12)OC)N[C@H]1C(CN(CC1)C(C([2H])([2H])[2H])=O)(F)F)(C)F